Cl.Cl.N[C@]1(CN(C[C@H](C1)CCB(O)O)C)C(=O)O |r| rac-(3R,5S)-3-amino-5-(2-boronoethyl)-1-methylpiperidine-3-carboxylic acid dihydrochloride